2-(2-amino-4-thiazolyl)-2-(Z)-methoxyiminoacetyl chloride NC=1SC=C(N1)/C(/C(=O)Cl)=N/OC